4-((5-(4-(1H-pyrazol-1-yl)phenyl)-1H-pyrazol-3-yl)amino)-3-chlorophenol N1(N=CC=C1)C1=CC=C(C=C1)C1=CC(=NN1)NC1=C(C=C(C=C1)O)Cl